C12(C(CC(C=C1)C2)C(=O)O)C(=O)O 5-norbornenedioic acid